2-((S)-amino((1r,4S)-4-methylcyclohexyl)methyl)benzo[d]oxazol 2-azaspiro[3.5]Nonane-2-carboxylate C1N(CC12CCCCC2)C(=O)O.N[C@H](C=2OC1=C(N2)C=CC=C1)C1CCC(CC1)C